NC1=C2C(=NC=N1)N(N=C2C2=CC(=C(C=C2)NC(=O)OC2=CC=CC=C2)F)C2CN(C2)C(=O)OC(C)(C)C tert-butyl 3-(4-amino-3-(3-fluoro-4-((phenoxycarbonyl)amino)phenyl)-1H-pyrazolo[3,4-d]pyrimidin-1-yl)azetidine-1-carboxylate